ClC=1C=C2C(C(=CN(C2=CC1N1[C@H](CC(C1)(C)C)COC1=NC=CC=C1Cl)C=1C=NC(=CC1)N1CC(C1)N(C)C)C(=O)O)=O 6-chloro-7-[(2R)-2-[[(3-chloropyridin-2-yl)oxy]methyl]-4,4-dimethyl-pyrrolidin-1-yl]-1-[6-[3-(dimethyl-amino)azetidin-1-yl]pyridin-3-yl]-4-oxoquinoline-3-carboxylic acid